1-(5-(8-amino-1,2,3,5,6,7-hexahydro-s-indacen-1-yl)pentyl)-1H-pyrazole-3-sulfonamide NC=1C=2CCCC2C=C2CCC(C12)CCCCCN1N=C(C=C1)S(=O)(=O)N